F[B-](F)(F)F.CC1=[N+](C(=CC(=C1)C1=CC=CC=C1)C)C1=CC=CC=C1 2,6-dimethyl-1,4-diphenylpyridin-1-ium tetrafluoroborate